BrC=1C=C(C(=NC1)F)C=O 5-Bromo-2-fluoropyridine-3-carbaldehyde